C1(=CC=CC=C1)C(CO)OC1CCOCC1 2-phenyl-2-((tetrahydro-2H-pyran-4-yl)oxy)ethan-1-ol